OC1=C(C=C(C=C1)C)C(CC1=C(C=CC=C1)C)=O 1-(2-hydroxy-5-methylphenyl)-2-(2-methylphenyl)-1-ethanone